COCCOC1CC(C1)NC1=NC(=NN2C1=C(C(=C2)C=2C=NC=CC2)C)C=2N(C=CN2)C N-((1r,3r)-3-(2-methoxyethoxy)cyclobutyl)-5-methyl-2-(1-methyl-1H-imidazol-2-yl)-6-(pyridin-3-yl)pyrrolo[2,1-f][1,2,4]triazin-4-amine